3-[(5-chloro-1H-indol-2-yl)methyl]-1-{1-[5-(methoxymethyl)-1,2-oxazole-4-carbonyl]piperidin-3-yl}-1-methylurea ClC=1C=C2C=C(NC2=CC1)CNC(N(C)C1CN(CCC1)C(=O)C=1C=NOC1COC)=O